isopropyl ((((S)-3-oxoquinuclidin-2-yl)methoxy)(phenoxy)phosphoryl)-L-alaninate O=C1[C@@H](N2CCC1CC2)COP(=O)(OC2=CC=CC=C2)N[C@@H](C)C(=O)OC(C)C